2-(5-fluoro-1-oxo-spiro[3H-isoquinoline-4,1'-cyclopropane]-2-yl)-N-(pyrimidin-2-yl)acetamide FC1=C2C(=CC=C1)C(N(CC21CC1)CC(=O)NC1=NC=CC=N1)=O